NC=1N=CC2=CC(=CC=C2C1C(=O)O)C1=C(C=CC=C1C)Cl 3-amino-7-(2-chloro-6-methyl-phenyl)isoquinoline-4-carboxylic acid